CO[Si](CN=C=O)(C)OC 1-dimethoxy(methyl)silylmethylisocyanate